1-[(2-propan-2-ylpyrimidin-4-yl)methyl]-3-[rac-(1R,2S)-2-cyclohexylcyclopropyl]urea CC(C)C1=NC=CC(=N1)CNC(=O)N[C@H]1[C@@H](C1)C1CCCCC1 |r|